fluorocyclohexanedione FC1C(C(CCC1)=O)=O